(2R,3R,4S,5S)-5-(4-aminopyrrolo[2,1-f][1,2,4]triazin-7-yl)-2-((benzoyloxy)methyl)-4-fluoro-4-methyltetrahydrofuran-3-yl benzoate C(C1=CC=CC=C1)(=O)O[C@@H]1[C@H](O[C@H]([C@]1(C)F)C1=CC=C2C(=NC=NN21)N)COC(C2=CC=CC=C2)=O